N-(2-fluoro-5-(imidazo[1,2-a]pyrazin-6-yl)-4-methylphenyl)-6-azabicyclo[3.1.1]heptane-6-carboxamide FC1=C(C=C(C(=C1)C)C=1N=CC=2N(C1)C=CN2)NC(=O)N2C1CCCC2C1